3-Cyano-N-[(1R)-1-(4-fluorophenyl)-3-hydroxypropyl]-6-(naphthalen-2-yl)-4-oxo-4,5-dihydropyrazolo[1,5-a]pyrazine-2-carboxamide C(#N)C=1C(=NN2C1C(NC(=C2)C2=CC1=CC=CC=C1C=C2)=O)C(=O)N[C@H](CCO)C2=CC=C(C=C2)F